CN1C=C(C=2C1=CN=C(C2)CC(=O)N)C=2C=CC=1N(COC3(C1N2)COCC3)C (1-methyl-3-(1'-methyl-1',2',4,5-tetrahydro-2H-spiro[furan-3,4'-pyrido[3,2-d][1,3]oxazin]-6'-yl)-1H-pyrrolo[2,3-c]pyridin-5-yl)acetamide